ClCC(=O)NCC 2-chloro-N-ethylacetamide